C(C#CC)(=O)N1[C@@H](C[C@H](CC1)N1N=CC=2C(=NC=3C(=C(C(=CC3C21)Cl)C2=CC=CC1=CC=CC(=C21)Cl)F)O[C@@H](C)[C@H]2N(CCC2)C)CC#N 2-((2S,4S)-1-(but-2-ynoyl)-4-(8-chloro-7-(8-chloronaphthalen-1-yl)-6-fluoro-4-((S)-1-((S)-1-methylpyrrolidin-2-yl)ethoxy)-1H-pyrazolo[4,3-c]quinolin-1-yl)piperidin-2-yl)acetonitrile